Cl.FC(CN)(C1=CC=CC=C1)F 2,2-difluoro-2-phenylethane-1-amine hydrochloride